C(C1=CC=CC=C1)N1C(C(=CC=C1CCCC=C)C1=C(C=C(C=C1)Cl)Cl)=O 1-benzyl-3-(2,4-dichlorophenyl)-6-(pent-4-en-1-yl)pyridin-2(1H)-one